BrC1=CC=CC(=N1)C(C(C)(C)C)O 1-(6-bromopyridin-2-yl)-2,2-dimethylpropan-1-ol